N6-[1-(2,2-difluoroethyl)indazol-4-yl]-N4-ethyl-3-methyl-1-(2-trimethylsilylethoxymethyl)pyrazolo[3,4-d]pyrimidine-4,6-diamine FC(CN1N=CC2=C(C=CC=C12)NC1=NC(=C2C(=N1)N(N=C2C)COCC[Si](C)(C)C)NCC)F